2-amino-5-bromobenzothiazole NC=1SC2=C(N1)C=C(C=C2)Br